CC(=O)C1=C(C=CC(=C1Cl)F)Cl 2,6-dichloro-3-fluoroacetophenone